BrC1=C(N)C(=CC(=C1OC(F)(F)F)C)F 2-bromo-6-fluoro-4-methyl-3-(trifluoromethoxy)aniline